COC1=CC=C(C=C1)O p-methoxyPhenol